3-chloro-4-((1S,2S)-2-(3-chloro-4-fluorophenyl)cyclopropyl)-2'-(2-(2-hydroxypropan-2-yl)pyrimidin-4-yl)-5',6-dimethyl-2H-[1,4'-bipyridin]-2-one ClC=1C(N(C(=CC1[C@@H]1[C@H](C1)C1=CC(=C(C=C1)F)Cl)C)C1=CC(=NC=C1C)C1=NC(=NC=C1)C(C)(C)O)=O